FC1(CC1)C(=O)N[C@H](C(=O)N1CC[C@H](C1)O)C(C)(C)C (2S,4R)-1-((S)-2-(1-fluorocyclopropane-1-carboxamido)-3,3-dimethylbutanoyl)-4-hydroxypyrrolidine